(2S)-2-amino-N-[5-(5-chloro-2-methyl-1-oxido-pyridin-1-ium-3-yl)-6-fluoro-2-pyridyl]-3,3-dicyclopropyl-propanamide N[C@H](C(=O)NC1=NC(=C(C=C1)C=1C(=[N+](C=C(C1)Cl)[O-])C)F)C(C1CC1)C1CC1